({5-chloroimidazo[1,5-a]pyridin-7-yl}methyl)pyrrolidine ClC1=CC(=CC=2N1C=NC2)CN2CCCC2